C(#N)C1=CC=C(C=C1)C1=CC(=CC=2N1N=CN2)C(=O)NCC2CC2 5-(4-cyanophenyl)-N-(cyclopropylmethyl)-[1,2,4]triazolo[1,5-a]pyridine-7-carboxamide